N1(CCCC1)C1=C(C=CC(=C1)NCC1=CC=C(C=C1)C(F)(F)F)NC(CCCCCC)=O N-(2-(Pyrrolidin-1-yl)-4-((4-(trifluoromethyl)benzyl)amino)phenyl)heptanamid